5-chloro-3-methyl-3,4-dihydro-1H-quinoxalin-2-one ClC1=C2NC(C(NC2=CC=C1)=O)C